2-({3-[2-(4-chlorophenyl)ethyl]-1,2,4-oxadiazol-5-yl}methyl)-5-(2,5-dihydrofuran-3-yl)-4-methyl-2,3-dihydropyridazin-3-one ClC1=CC=C(C=C1)CCC1=NOC(=N1)CN1N=CC(=C(C1=O)C)C=1COCC1